CC1=C(N=NN1)C(=O)O 5-methyl-1H-1,2,3-triazole-4-carboxylic acid